CC1(C(C(C=2C(CCCC12)=O)(C)C)C)C 1,2,3,5,6,7-hexahydro-1,1,2,3,3-pentamethyl-4-indenone